CC=1C(=NC=CC1C#N)O[C@H]1CN([C@@H](CC1)C)C(=O)C=1C(=NC=CC1)C1=CC=CC=C1 3-methyl-2-({(3R,6R)-6-methyl-1-[(2-phenylpyridin-3-yl)carbonyl]piperidin-3-yl}oxy)pyridine-4-carbonitrile